1-((4-((3r,5r,7r)-adamantane-1-yl)phenyl)sulfonyl)-N-hydroxypyrrolidine-2-carboxamide C12(CC3CC(CC(C1)C3)C2)C2=CC=C(C=C2)S(=O)(=O)N2C(CCC2)C(=O)NO